NCCC(=O)NC1=CC=C(C=C1)C1CCC(CC1)(C)C 3-amino-N-(4-(4,4-dimethylcyclohexyl)phenyl)propanamide